OC1=CC=CC=2C(=C(SC21)C=2N(N=CC2)C)C#N 7-hydroxy-2-(2-methylpyrazol-3-yl)benzothiophene-3-carbonitrile